tert-butyl (2S,4S)-2-[2-(2-azidoethoxy)-4-(methoxycarbonyl)phenyl]-4-(prop-2-yn-1-yloxy)piperidine-1-carboxylate N(=[N+]=[N-])CCOC1=C(C=CC(=C1)C(=O)OC)[C@H]1N(CC[C@@H](C1)OCC#C)C(=O)OC(C)(C)C